N-(3-(2-((trans-4-((benzylcarbamoyl)(5-(1-methyl-1H-pyrazol-4-yl)pyridin-2-yl)amino)-cyclohexyl)amino)-5-cyanopyrimidin-4-yl)phenyl)acetamide C(C1=CC=CC=C1)NC(=O)N([C@@H]1CC[C@H](CC1)NC1=NC=C(C(=N1)C=1C=C(C=CC1)NC(C)=O)C#N)C1=NC=C(C=C1)C=1C=NN(C1)C